S(=O)(=O)(C1=CC=C(C)C=C1)OC1CC2(C1)CN(CC2)C(=O)OC(C)(C)C tert-butyl (2s,4r)-2-(tosyloxy)-6-azaspiro[3.4]octane-6-carboxylate